N1(CCCCCC1)CC1=CC(=C(C=C1)CC#CC1=C2C(N(C(=NC2=CC=C1)C)C1C(NC(CC1)=O)=O)=O)F 3-(5-(3-(4-(azepan-1-ylmethyl)-2-fluorophenyl)prop-1-yn-1-yl)-2-methyl-4-oxoquinazolin-3(4H)-yl)piperidine-2,6-dione